8-bromo-6-chloro-3-isopropyl-2-tetrahydropyran-4-yl-quinazolin-4-one BrC=1C=C(C=C2C(N(C(=NC12)C1CCOCC1)C(C)C)=O)Cl